C(CC)(=O)OC1=C(C=CC=C1)C1=CC=CC=C1 phenylphenyl propanoate